O=C1CCC(N1)CC(=O)O 2-(5-oxopyrrolidin-2-yl)acetic acid